N-(1-(5-Cyanopyrimidin-2-yl)ethyl)-2-(5,6-difluoro-4-methyl-2-oxo-1,2-dihydroquinolin-3-yl)acetamide Bis(8-hydroxyoctyl)2-((tert-butyldiphenylsilyl)oxy)succinate OCCCCCCCCOC(C(CC(=O)OCCCCCCCCO)O[Si](C1=CC=CC=C1)(C1=CC=CC=C1)C(C)(C)C)=O.C(#N)C=1C=NC(=NC1)C(C)NC(CC=1C(NC2=CC=C(C(=C2C1C)F)F)=O)=O